C12(CC3CC(CC(C1)C3)C2)CN2N=CC(=C2C)C2=C(C=3N(C=C2)C(=CN3)C3=NC=C(C=C3)NC=3SC2=C(N3)C=CC=C2)C(=O)OC methyl 7-(1-(adamantan-1-ylmethyl)-5-methyl-1H-pyrazol-4-yl)-3-(5-(benzo[d]thiazol-2-ylamino)pyridin-2-yl)imidazo[1,2-a]pyridine-8-carboxylate